1-methyl-6-(piperazin-1-yl)-1H-indazole CN1N=CC2=CC=C(C=C12)N1CCNCC1